(S)-5-((1-(tert-Butoxycarbonyl)pyrrolidin-2-yl)methoxy)-2-methylbenzoic acid C(C)(C)(C)OC(=O)N1[C@@H](CCC1)COC=1C=CC(=C(C(=O)O)C1)C